CC1=CC=C(N=N1)NC1=CC2=C(NC=N2)C=C1 N-(6-methylpyridazin-3-yl)-1H-benzoimidazol-5-amine